C(CCC)C1=C(CC(C=O)(C)C)C=CC=C1 2-butylbenzyl-methylpropionaldehyde